BrC1=CC(=C(C(=O)NCCC)C=C1)NC(=O)NC1=CC(=CC(=C1)F)Cl 4-bromo-2-[3-(3-chloro-5-fluorophenyl)ureido]-N-propylbenzamide